CC(C)NCCNCCS(=O)(=O)O 2-[[2-[(1-methylethyl)amino]ethyl]amino]-ethanesulfonic acid